NC1=NC=C(C=N1)C(=O)Cl 2-aminopyrimidine-5-carbonyl chloride